2-((2R,5S)-2-(2-((1,3-dimethylpiperidin-4-yl)methyl)benzo[d]thiazol-5-yl)-5-methylpiperidin-1-yl)-2-oxo-N-(1H-pyrazolo[4,3-c]pyridin-7-yl)acetamide CN1CC(C(CC1)CC=1SC2=C(N1)C=C(C=C2)[C@@H]2N(C[C@H](CC2)C)C(C(=O)NC=2C1=C(C=NC2)C=NN1)=O)C